6-[2,6-difluoro-3-(6-fluoro-1-hydroxy-2,3-dihydro-1H-indene-4-sulfonamido)phenyl]-7-fluoro-N-methyl-1H-pyrazolo[4,3-c]pyridine-3-carboxamide FC1=C(C(=CC=C1NS(=O)(=O)C=1C=2CCC(C2C=C(C1)F)O)F)C1=C(C2=C(C=N1)C(=NN2)C(=O)NC)F